(E)-3-[8-(3-methoxyphenyl)-2,2-dimethyl-2H-chromen-6-yl]-N-(4-hydroxyphenyl)acrylamide COC=1C=C(C=CC1)C=1C=C(C=C2C=CC(OC12)(C)C)/C=C/C(=O)NC1=CC=C(C=C1)O